isoamyl-1-azacycloheptadecane C(CC(C)C)N1CCCCCCCCCCCCCCCC1